3-((1-(4-fluoro-3-(trifluoromethyl)phenyl)cyclopropyl)(methoxycarbonyl)amino)azetidine-1-carboxylic acid tert-butyl ester C(C)(C)(C)OC(=O)N1CC(C1)N(C(=O)OC)C1(CC1)C1=CC(=C(C=C1)F)C(F)(F)F